N1CCS(CC1)=O thiomorpholin 1-oxide